C(CCCCCCCC(C)C)O i-Undecanol